trans-(1S,2S)-2-pyrazin-2-ylcyclopropanecarboxylic acid N1=C(C=NC=C1)[C@@H]1[C@H](C1)C(=O)O